N-(1-Tert-butyl-5-fluoropyrazol-4-yl)-5-methyl-4-[2-methyl-8-(morpholin-4-yl)-[1,2,4]triazolo[1,5-a]pyridin-6-yl]pyridine-2-carboxamide C(C)(C)(C)N1N=CC(=C1F)NC(=O)C1=NC=C(C(=C1)C=1C=C(C=2N(C1)N=C(N2)C)N2CCOCC2)C